N[C@](COC1=C(C=C(C=N1)C1=CC(=NC=C1)NC(OC)=O)C(F)(F)F)(CC(C)C)C (S)-methyl (6-((2-amino-2,4-dimethylpentyl)oxy)-5-(trifluoromethyl)-[3,4'-bipyridin]-2'-yl)carbamate